CC=1C=CC=2C(C3=CC=CC=C3SC2C1C)=O 3,4-dimethyl-9H-thioxanthone